The molecule is a glycosylglucose consisting of an alpha-L-fucopyranose residue and a beta-D-glucopyranose residue joined in sequence by a (1->2) glycosidic bond. It derives from a beta-D-glucose and an alpha-L-fucose. C[C@H]1[C@H]([C@H]([C@@H]([C@@H](O1)O[C@@H]2[C@H]([C@@H]([C@H](O[C@H]2O)CO)O)O)O)O)O